2-(2,6-dioxopiperidin-3-yl)-4-(((1-(1-(1-(6-methylpyrazin-2-yl)piperidine-4-carbonyl)piperidin-4-yl)-1H-pyrazol-4-yl)methyl)amino)isoindoline-1,3-dione O=C1NC(CCC1N1C(C2=CC=CC(=C2C1=O)NCC=1C=NN(C1)C1CCN(CC1)C(=O)C1CCN(CC1)C1=NC(=CN=C1)C)=O)=O